N-[(6-Amino-2-pyridyl)sulfonyl]-4-methyl-6-phenyl-2-(2,4,6-trimethylphenoxy)pyridin-3-carboxamid NC1=CC=CC(=N1)S(=O)(=O)NC(=O)C=1C(=NC(=CC1C)C1=CC=CC=C1)OC1=C(C=C(C=C1C)C)C